C(C)(C)(C)OC(=O)N/C(/N1[C@@H]([C@H](CC1)O)C1=NC(=NO1)C1=CC(=C(C=C1)CCC1=CC=C(C=C1)OC)C(F)(F)F)=N\C(OC(C)(C)C)=O Tert-butyl ((E)-((tert-butoxycarbonyl)amino)((2S,3S)-3-hydroxy-2-(3-(4-(4-methoxyphenethyl)-3-(trifluoromethyl)phenyl)-1,2,4-oxadiazol-5-yl)pyrrolidin-1-yl)methylene)carbamate